methyl 3-(benzyloxy)-4-iodo-1-{[2-(trimethylsilyl)ethoxy]methyl}-1H-pyrazole-5-carboxylate C(C1=CC=CC=C1)OC1=NN(C(=C1I)C(=O)OC)COCC[Si](C)(C)C